C(C=C)C1=CC=C(C=C1)C(F)(F)F 1-allyl-4-(trifluoromethyl)benzene